4-[(dimethylamino)methyl]piperidin-4-ol CN(C)CC1(CCNCC1)O